6-(4-(1H-pyrazol-1-yl)benzyl)-N-((1S,2S)-2-hydroxycycloheptyl)-5-oxo-5,6-dihydropyrido[3,4-b]pyrazine-8-carboxamide N1(N=CC=C1)C1=CC=C(CN2C(C3=NC=CN=C3C(=C2)C(=O)N[C@@H]2[C@H](CCCCC2)O)=O)C=C1